(4-amino-2,6-dichlorophenyl)methanol NC1=CC(=C(C(=C1)Cl)CO)Cl